OC1(CCCCC1)C1=NC(=C(N=C1C)C)C (R)-(1-hydroxycyclohexyl)(3,5,6-trimethylpyrazine)